C(#N)CCCCC(CCNC(C1=CC=CC=C1)=O)=O N-(7-cyano-3-oxoheptyl)benzamide